N[C@H]1[C@@H]2N(C[C@H]1CC2)C(=O)C2=CC1=C(N(C(=N1)C=1N(C=CC1)C)CC1CN(C1)C1=NC(=NC=C1)C#N)C(=C2)OC 4-[3-({5-[(1R,4R,7R)-7-amino-2-azabicyclo[2.2.1]heptane-2-carbonyl]-7-methoxy-2-(1-methyl-1H-pyrrol-2-yl)-1H-1,3-benzodiazol-1-yl}methyl)azetidin-1-yl]pyrimidine-2-carbonitrile